FC(C)(F)C1=CC=C(C=C1)C1=NNC(C2=CC=CC=C12)=O 4-(4-(1,1-Difluoroethyl)phenyl)phthalazin-1(2H)-one